ClC1=C(C=CC=C1)C1=NC2=C(C=C(C=C2C(N1C)=O)C)\C(\C)=N/[S@](=O)C(C)(C)C (R,Z)-N-(1-(2-(2-chlorophenyl)-3,6-dimethyl-4-oxo-3,4-dihydroquinazolin-8-yl)ethylidene)-2-methylpropane-2-sulfinamide